tert-butyl (1S,2S)-2-(2-(4-(7H-pyrrolo[2,3-d]pyrimidin-4-yl) piperazin-1-yl)-1-(4-chlorophenyl)-2-oxoethyl)-3-azabicyclo[3.1.0]hexane-3-carboxylate N1=CN=C(C2=C1NC=C2)N2CCN(CC2)C(C(C2=CC=C(C=C2)Cl)[C@@H]2[C@H]1CC1CN2C(=O)OC(C)(C)C)=O